CC(S(=O)(=O)[O-])Br.[Na+] Sodium bromoethanesulfonate